2-Azetidin-3-yl-5-[1-(2-fluoro-6-methylphenyl)-piperidin-4-yl]-7-(2-trifluoromethylbenzyl)-2,4,5,7-tetrahydro-pyrazolo[3,4-d]pyrimidin-6-one N1CC(C1)N1N=C2N(C(N(CC2=C1)C1CCN(CC1)C1=C(C=CC=C1C)F)=O)CC1=C(C=CC=C1)C(F)(F)F